C1(=CC=CC=C1)P(C1=C(SC=C1)P(C=1SC=CC1)C1=CC=CC=C1)C1=CC=CC=C1 3-(diphenylphosphino)-2-[phenyl-(2-thienyl)phosphino]Thiophene